dimercaptothidiazole SC1=C(N=NS1)S